(1r,3r,5r,7r)-tert-butyl 2-azaadamantane-2-carboxylate C12N(C3CC(CC(C1)C3)C2)C(=O)OC(C)(C)C